1-methyl-N-(5-(4-(trifluoromethyl)phenethoxy)-1H-indol-3-yl)-1H-imidazole-4-sulfonamide CN1C=NC(=C1)S(=O)(=O)NC1=CNC2=CC=C(C=C12)OCCC1=CC=C(C=C1)C(F)(F)F